O1C(COC2=C1C=CC=C2)C2=CC=C(CN1CCC(CC1)CCCC(=O)O)C=C2 4-{1-[4-(2,3-dihydro-1,4-benzodioxin-2-yl)benzyl]piperidin-4-yl}butanoic acid